dimethyl-phosphoramidochloridate CN(P([O-])(=O)Cl)C